3-(Isoxazol-4-yl)-N6-(2-methoxy-4-morpholinophenyl)-N4-((tetrahydrofuran-2-yl)methyl)-1H-pyrazolo[3,4-d]pyrimidine-4,6-diamine O1N=CC(=C1)C1=NNC2=NC(=NC(=C21)NCC2OCCC2)NC2=C(C=C(C=C2)N2CCOCC2)OC